OC1OC(C2=C1C1=C(OC(C1)(C)CO)C=C2)=O 1-hydroxy-7-(hydroxymethyl)-7-methyl-7,8-dihydrobenzo[1,2-b:3,4-c']difuran-3(1H)-one